F[C@H]1C[C@]2(CCCN2C1)COC=1N=CC=2N=CN=C(C2N1)NC1=CC(=C(C=C1)OC1=CC2=C(N(C=N2)C)C=C1)C 6-(((2S,7aR)-2-fluorotetrahydro-1H-pyrrolizin-7a(5H)-yl)methoxy)-N-(3-methyl-4-((1-methyl-1H-benzo[d]imidazol-5-yl)oxy)phenyl)pyrimido[5,4-d]pyrimidin-4-amine